3-(3,3-dimethylcyclohexyl)aminopropane-1-sulfonic acid CC1(CC(CCC1)NCCCS(=O)(=O)O)C